Methyl 4-[1-[[4-[4-[(3-chlorophenyl)methoxy]-1-piperidyl]tetrahydropyran-4-carbonyl]amino]cyclopropyl]benzoate ClC=1C=C(C=CC1)COC1CCN(CC1)C1(CCOCC1)C(=O)NC1(CC1)C1=CC=C(C(=O)OC)C=C1